FC1CC(C1)C(F)(F)F 3-fluoro-1-(trifluoromethyl)cyclobutane